(R)-N-(6-(1-methyl-1H-1,2,3-triazol-4-yl)isoquinolin-3-yl)piperidine-3-carboxamide CN1N=NC(=C1)C=1C=C2C=C(N=CC2=CC1)NC(=O)[C@H]1CNCCC1